3-(5-Fluoropyridin-3-yl)-2-[4-(3-methylimidazol-5-yl)hexahydropyridin-1-yl]benzene-1-carbonitrile FC=1C=C(C=NC1)C=1C(=C(C=CC1)C#N)N1CCC(CC1)C1=CN(C=N1)C